CN(C)CC1(CCCCC1)C=O 1-[(DIMETHYLAMINO)METHYL]CYCLOHEXANE-1-CARBALDEHYDE